C1(=CC=CC=2SC3=C(C21)C=CC=C3)C3=C(C=CC=C3)C=3C(=CC=CC3)C3=CC=CC=C3 (dibenzothiophenyl)terphenyl